ClC=1N=C2C(=C(C(N(C2=CC1)C)=O)C#N)N1CCC(CC1)(O)[C@@H](C1CCC(CC1)(F)F)C1=NC=C(C=C1)Cl 6-chloro-4-[4-[(S)-(5-chloro-2-pyridyl)-(4,4-difluorocyclohexyl)methyl]-4-hydroxy-1-piperidyl]-1-methyl-2-oxo-1,5-naphthyridine-3-carbonitrile